secondary pentanol C(C)(CCC)O